[Cl-].C(=C)N1C=NC=C1 3-vinylimidazole chloride salt